azobissodium cyanovalerate C(#N)OC(CCCC)=O.N(=N[Na])[Na]